C(CCC)[Sn](C1=C2C(=CN=C1)N(N=C2)C)(CCCC)CCCC tributyl-(1-methylpyrazolo[3,4-c]pyridin-4-yl)stannane